di-t-butoxycarbonyl-5-fluoro-N2-(2-methyl-1,2,3,4-tetrahydroisoquinolin-7-yl)pyrimidine-2,4-diamine C(C)(C)(C)OC(=O)N(C1=NC(=NC=C1F)NC1=CC=C2CCN(CC2=C1)C)C(=O)OC(C)(C)C